NC=1C(=NN2C1C(NCC2)=O)Br 3-amino-2-bromo-5H,6H,7H-pyrazolo[1,5-a]pyrazin-4-one